6-methyl-3-nitro-2-oxo-1,2-dihydropyridine CC1=CC=C(C(N1)=O)[N+](=O)[O-]